ClC1=CC(=NC=N1)OC1=C(C=CC=C1)C(C(=O)OC)C(OC)OC methyl 2-[2-[6-chloropyrimidin-4-yloxy] phenyl]-3,3-dimethoxypropionate